O1C(CCCC1)ONC(CCCCCC)=O N-((tetrahydro-2H-pyran-2-yl)oxy)heptanamide